(3S,4R)-4-((5-fluoro-7-(4-methylpyridin-2-yl)pyrrolo[2,1-f][1,2,4]triazin-2-yl)amino)tetrahydro-2H-pyran-3-ol FC=1C=C(N2N=C(N=CC21)N[C@H]2[C@@H](COCC2)O)C2=NC=CC(=C2)C